4-(2-fluoro-6-methoxy-3-(trifluoromethyl)phenyl)-6-methyl-N-(5-((trimethylsilyl)methoxy)-1,3,4-thiadiazol-2-yl)nicotinamide tert-butyl-(3R)-3-fluoropyrrolidine-1-carboxylate C(C)(C)(C)OC(=O)N1C[C@@H](CC1)F.FC1=C(C(=CC=C1C(F)(F)F)OC)C1=CC(=NC=C1C(=O)NC=1SC(=NN1)OC[Si](C)(C)C)C